3-(2-ethylphenyl)-1-((tetrahydro-2H-pyran-4-yl)methyl)-1H-pyrrole-2,5-dione C(C)C1=C(C=CC=C1)C=1C(N(C(C1)=O)CC1CCOCC1)=O